1-(3,5-dimethylphenyl)-6-isopropylisoquinoline iridium [Ir].CC=1C=C(C=C(C1)C)C1=NC=CC2=CC(=CC=C12)C(C)C